FCC1=C(C=CC=C1)C=1CCCC2=C(C1C1=CC=C(C=C1)CC1CN(C1)CCCF)C=CC=C2 8-(2-(Fluoromethyl)phenyl)-9-(4-((1-(3-fluoropropyl)azetidin-3-yl)methyl)phenyl)-6,7-dihydro-5H-benzo[7]annulen